1-((7-((R)-4-((R)-3-aminopyrrolidin-1-yl)-7-chlorochroman-5-yl)thieno[3,2-b]pyridin-2-yl)methyl)pyrrolidine-2,5-dione, hydrochloride salt Cl.N[C@H]1CN(CC1)[C@@H]1CCOC2=CC(=CC(=C12)C1=C2C(=NC=C1)C=C(S2)CN2C(CCC2=O)=O)Cl